tert-butyl (5S)-5-[[(R)-tert-butylsulfinyl]amino]-2-(difluoromethyl)spiro[5,7-dihydrocyclopenta[b]pyridine-6,4'-piperidine]-1'-carboxylate C(C)(C)(C)[S@@](=O)N[C@@H]1C=2C(=NC(=CC2)C(F)F)CC12CCN(CC2)C(=O)OC(C)(C)C